C=1N=CN2C1C1=CC=CC=C1C2C2CC1(CC2)CCN(CC1)S(=O)(=O)N 2-(5H-imidazo[5,1-a]isoindol-5-yl)-8-azaspiro[4.5]decane-8-sulfonamide